7-((4-(3,5-dimethylisothiazol-4-yl)phenyl)amino)-4-(trifluoromethyl)-2H-benzopyran-2-one CC1=NSC(=C1C1=CC=C(C=C1)NC1=CC2=C(C(=CC(O2)=O)C(F)(F)F)C=C1)C